4-fluoro-2-iodo-1,1'-biphenyl FC1=CC(=C(C=C1)C1=CC=CC=C1)I